1-(5-(4-(2-Hydroxyethoxy)piperidine-1-carbonyl)-2-methoxyphenyl)dihydropyrimidine-2,4(1H,3H)-dione OCCOC1CCN(CC1)C(=O)C=1C=CC(=C(C1)N1C(NC(CC1)=O)=O)OC